2-{[(1S)-1-{4-[4-(4-acryloylpiperazin-1-yl)tetrahydro-2H-pyran-4-yl]Phenyl}ethyl]Amino}-8-(prop-2-yl)pyrido[2,3-d]Pyrimidine-7(8H)-one C(C=C)(=O)N1CCN(CC1)C1(CCOCC1)C1=CC=C(C=C1)[C@H](C)NC=1N=CC2=C(N1)N(C(C=C2)=O)C(C)C